BrC1=CC(=C(C(=O)O)C=C1[N+](=O)[O-])F 4-bromo-2-fluoro-5-nitrobenzoic acid